C(C)NC(C)C=1C(=NC=CN1)N 3-[1-(ethylamino)ethyl]pyrazin-2-amine